C(C1=CC=CC=C1)C1CCN(CC1)[C@H](CN(C(CC)=O)C1=CC=CC=C1)C (S)-N-(2-(4-benzylpiperidin-1-yl)propyl)-N-phenylpropionamide